trans-N-(3-ethylpiperidin-4-yl)-3-(4-fluorobenzyl)-5-(trifluoromethyl)pyrazin-2-amine C(C)[C@@H]1CNCC[C@H]1NC1=NC=C(N=C1CC1=CC=C(C=C1)F)C(F)(F)F